5-(2-chloropyrimidin-4-yloxy)-4-phenyl-2-vinyl-thiazole ClC1=NC=CC(=N1)OC1=C(N=C(S1)C=C)C1=CC=CC=C1